C1=NC=CC2=NN3C(C(N=CC3)=O)=C21 pyrido[4',3':3,4]pyrazolo[1,5-a]pyrazin-10(7H)-one